FC=1C=C2C=C(COC2=CC1F)NC(OC)=O Methyl (6,7-difluoro-2H-chromen-3-yl)carbamate